2-amino-4-bromo-1H-imidazole-5-carboxylic acid ethyl ester C(C)OC(=O)C1=C(N=C(N1)N)Br